2-(8-amino-5-methyl-1-oxo-2-isoquinolyl)-N-(2,2,2-trifluoroethyl)acetamide NC=1C=CC(=C2C=CN(C(C12)=O)CC(=O)NCC(F)(F)F)C